COC=1C=CC2=C(NC(=N2)N2C(=C(C(C(=C2)C)=O)C)C(=O)O)C1 1,4-dihydro-1-(6-methoxy-1H-benzoimidazol-2-yl)-3,5-dimethyl-4-oxo-2-pyridinecarboxylic acid